(S)-1-(1-methyl-4-(7H-pyrrolo[2,3-d]pyrimidin-4-yl)isoindol-2-yl)prop-2-en-1-one CC=1N(C=C2C(=CC=CC12)C=1C2=C(N=CN1)NC=C2)C(C=C)=O